2-(8-hydroxy-4,8-dimethyl-3-nonenyl)-2,7-dimethyl-2H-chromen-5-ol OC(CCCC(=CCCC1(OC=2C=C(C=C(C2C=C1)O)C)C)C)(C)C